5-ethylnonan-2-ol C(C)C(CCC(C)O)CCCC